2-Fluoro-2-(4-(1-(4-(trifluoromethoxy)phenyl)-1H-1,2,4-triazol-3-yl)phenyl)ethyl (Z)-(3-(5-chloro-2-isopropylphenyl)-4-oxothiazolidin-2-ylidene)carbamate ClC=1C=CC(=C(C1)N1/C(/SCC1=O)=N/C(OCC(C1=CC=C(C=C1)C1=NN(C=N1)C1=CC=C(C=C1)OC(F)(F)F)F)=O)C(C)C